C(=O)O.[N+](=O)([O-])C1=CC=CC=2NC=NC21 4-nitro-1H-1,3-benzodiazole formate salt